1,4-diazoniabicyclo[2.2.2]octane-1,4-disulfinate [N+]12(CC[N+](CC1)(CC2)S(=O)[O-])S(=O)[O-]